OC=1NC=CC1 2-hydroxyazole